3,4,5-biphenyl-tricarboxylic acid C1(=CC(=C(C(=C1)C(=O)O)C(=O)O)C(=O)O)C1=CC=CC=C1